(2R,3aS,6S,6aR)-6-((2-amino-3-bromoquinolin-7-yl)oxy)-2-(4-amino-5-fluoro-7H-pyrrolo[2,3-d]pyrimidin-7-yl)hexahydro-3aH-cyclopenta[b]furan-3,3a-diol NC1=NC2=CC(=CC=C2C=C1Br)O[C@H]1CC[C@]2([C@@H]1O[C@H](C2O)N2C=C(C1=C2N=CN=C1N)F)O